n-butyl citraconate C(\C(\C)=C/C(=O)[O-])(=O)OCCCC